6-(difluoromethyl)imidazo[1,2-b]pyridazin FC(C=1C=CC=2N(N1)C=CN2)F